C(C)(C)(C)OC(=O)N(S(=O)(=O)C)CC1C(CN(C1)C(=O)OCC1=CC=CC=C1)(C)C benzyl 4-[[tert-butoxycarbonyl (methylsulfonyl) amino] methyl]-3,3-dimethyl-pyrrolidine-1-carboxylate